C(C)OC1=C(C(=CC(=C1)CN1CCC2(CN(C(O2)=O)C2=CC=C(C(=O)NC[C@@H]([C@H]([C@@H]([C@@H](COC(CCC(=O)O)=O)O)O)O)O)C=C2)CC1)OCC)C1=CC=C(C=C1)F 4-(((2R,3R,4R,5S)-6-(4-(8-((2,6-diethoxy-4'-fluoro-[1,1'-biphenyl]-4-yl)methyl)-2-oxo-1-oxa-3,8-diazaspiro[4.5]decan-3-yl)benzamido)-2,3,4,5-tetrahydroxyhexyl)oxy)-4-oxobutanoic acid